C(#N)CCN1CCN(CC1)CCC(=O)N 3-[4-(2-cyanoethyl)piperazin-1-yl]Propionamide